octafluorocopper F[Cu](F)(F)(F)(F)(F)(F)F